C[C@H]1[C@@H](C[C@H]([C@@H](O1)OCCCCCCCCCC/C=C/C(=O)SCCNC(=O)CCNC(=O)[C@@H](C(C)(C)COP(=O)([O-])OP(=O)([O-])OC[C@@H]2[C@H]([C@H]([C@@H](O2)N3C=NC4=C(N=CN=C43)N)O)OP(=O)([O-])[O-])O)O)O The molecule is an acyl-CoA(4-) obtained by deprotonation of the phosphate and diphosphate groups of oscr#21-CoA; major species at pH 7.3. It is a conjugate base of an oscr#21-CoA.